N-propyl-2-pyridyl-methaneimine C(CC)N=CC1=NC=CC=C1